4-vinylpiperidine-1-carbonyl chloride C(=C)C1CCN(CC1)C(=O)Cl